C(C)C1C(=NC=CC1=O)O ethyl-2-hydroxy-4-oxo-pyridine